C(=O)C1=CC(=NC2=CC=C(C=C12)C)C1=CC=C(C=C1)NC(C)=O N-(4-(4-formyl-6-methylquinolin-2-yl)phenyl)acetamide